C1(CC1)C#CC1=CC=C(OC2=C(N=NN2)C(=O)O)C=C1 5-(4-(cyclopropyl-ethynyl)phenoxy)-1H-1,2,3-triazole-4-carboxylic acid